S(=O)(=O)(C1=CC=C(C)C=C1)C1OC(=O)C2=CC=CC=C12 tosyl-phthalide